2-((S)-4-methyl-1-((S)-2-methyl-3,4-dihydroquinolin-1(2H)-yl)-1-oxo-pentan-2-yl)isoindoline-1,3-dione CC(C[C@@H](C(=O)N1[C@H](CCC2=CC=CC=C12)C)N1C(C2=CC=CC=C2C1=O)=O)C